C1(C=CC=C1)[Sn] cyclopentadienyl-tin